Cl.C[C@@H]1NCC[C@@H]1C(=O)NC1=CC(=C(C(=C1)F)F)F (2S,3S)-2-methyl-N-(3,4,5-trifluorophenyl)pyrrolidine-3-carboxamide hydrochloride